2-[(2R)-4-[4-chloro-2-(trifluoromethyl)benzoyl]-2-ethylpiperazin-1-yl]-5-(2-ethoxypyridin-3-yl)-N-[(3S)-piperidin-3-yl]benzamide ClC1=CC(=C(C(=O)N2C[C@H](N(CC2)C2=C(C(=O)N[C@@H]3CNCCC3)C=C(C=C2)C=2C(=NC=CC2)OCC)CC)C=C1)C(F)(F)F